ClC1=C(C(=CC(=C1)OCOC)B1OC(C(O1)(C)C)(C)C)/C=C/CCC(=O)OC methyl (E)-5-(2-chloro-4-(methoxymethoxy)-6-(4,4,5,5-tetramethyl-1,3,2-dioxaborolan-2-yl)phenyl)pent-4-enoate